3-Methyl-2-(6-(((1R,2S,5R)-8-methyl-8-azabicyclo[3.2.1]octan-2-yl)amino)pyridazin-3-yl)-5-(trifluoromethyl)phenol CC=1C(=C(C=C(C1)C(F)(F)F)O)C=1N=NC(=CC1)N[C@@H]1[C@H]2CC[C@@H](CC1)N2C